The molecule is a cyanine dye comprising the thiazole orange cation [1-methyl-4-[(3-methyl-1,3-benzothiazol-2(3H)-ylidene)methyl]quinolinium] with the p-tosylate counterion. It has a role as a fluorochrome. It contains a thiazole orange cation. CC1=CC=C(C=C1)S(=O)(=O)[O-].CN\\1C2=CC=CC=C2S/C1=C\\C3=CC=[N+](C4=CC=CC=C34)C